5-(2-(benzyloxy)ethoxy)pyrimidine-4-carboxylic acid C(C1=CC=CC=C1)OCCOC=1C(=NC=NC1)C(=O)O